2-hydroxypropanesulfonic acid hydrate O.OC(CS(=O)(=O)O)C